3-(4-Amino-2-methylphenyl)-1-methyl-N-(4-methyl-3-(methylcarbamoyl)phenyl)-1H-indazole-5-carboxamide NC1=CC(=C(C=C1)C1=NN(C2=CC=C(C=C12)C(=O)NC1=CC(=C(C=C1)C)C(NC)=O)C)C